3-(((R)-7-((2S,4R)-2-(3,5-Difluorophenyl)-4-(methylamino)piperidine-1-carbonyl)-7-azaspiro[4.5]decan-10-yl)methyl)-6-(o-tolyl)pyrimidin-4(3H)-one FC=1C=C(C=C(C1)F)[C@H]1N(CC[C@H](C1)NC)C(=O)N1CC2(CCCC2)[C@@H](CC1)CN1C=NC(=CC1=O)C1=C(C=CC=C1)C